heptadecan-9-yl 8-((3-((6-oxo-6,9-dihydro-1H-purin-2-yl)amino)propyl)(8-oxo-8-(undecan-3-yloxy)octyl)amino)octanoate O=C1C=2N=CNC2N=C(N1)NCCCN(CCCCCCCC(=O)OC(CCCCCCCC)CCCCCCCC)CCCCCCCC(OC(CC)CCCCCCCC)=O